vinyl-(chloromethyl)dimethyl-silane C(=C)[Si](C)(C)CCl